N-(3,4-difluorophenyl)-5-(2-((1-hydroxy-2-methylpropan-2-yl)amino)-2-oxoacetyl)-1,2,4-trimethyl-1H-pyrrole-3-carboxamide FC=1C=C(C=CC1F)NC(=O)C1=C(N(C(=C1C)C(C(=O)NC(CO)(C)C)=O)C)C